3-[2-chloro-4-fluoro-5-[5-(trifluoromethyl)pyrazin-2-yl]phenyl]-5-methyl-4H-isoxazole-5-carboxylic acid ethyl ester C(C)OC(=O)C1(CC(=NO1)C1=C(C=C(C(=C1)C1=NC=C(N=C1)C(F)(F)F)F)Cl)C